2-amino-4-methoxy-5-(3-(2-(4-(trifluoromethyl)phenyl)acetamido)propoxy)benzoic acid methyl ester COC(C1=C(C=C(C(=C1)OCCCNC(CC1=CC=C(C=C1)C(F)(F)F)=O)OC)N)=O